C1(=CC=CC=C1)C1(OC2=C(O1)C(=CC(=C2)C(=O)OC2=CC(=CC1=C2OC(O1)(C1=CC=CC=C1)C1=CC=CC=C1)C(=O)O)OC(=O)C1=CC(=NN1)CCC1=CC=C(C=C1)C(F)(F)F)C1=CC=CC=C1 7-((2,2-Diphenyl-7-((3-(4-(trifluoromethyl)phenethyl)-1H-pyrazole-5-carbonyl)oxy)benzo[d][1,3]dioxole-5-carbonyl)oxy)-2,2-diphenylbenzo[d][1,3]dioxole-5-carboxylic acid